(2E)-4-[6-({bicyclo[1.1.1]pent-1-yl}sulfamoyl)-2,4-dioxo-1H-quinazolin-3-yl]but-2-enamide C12(CC(C1)C2)NS(=O)(=O)C=2C=C1C(N(C(NC1=CC2)=O)C/C=C/C(=O)N)=O